(2-(3-hydroxy-4-methoxyphenyl)-4,5,5-trimethyl-1,3,2-dioxaborolan-4-yl)methylium OC=1C=C(C=CC1OC)B1OC(C(O1)(C)[CH2+])(C)C